4-(6-(1H-benzo[d]imidazol-6-yl)pyrazolo[1,5-a]pyridin-3-yl)piperazine-1-carboxylic acid tert-butyl ester C(C)(C)(C)OC(=O)N1CCN(CC1)C=1C=NN2C1C=CC(=C2)C=2C=CC1=C(NC=N1)C2